2-(2-(6-(2,5-dioxo-1H-pyrrol-1-yl)hexanamido)acetamido)-3-phenylpropionic acid O=C1N(C(C=C1)=O)CCCCCC(=O)NCC(=O)NC(C(=O)O)CC1=CC=CC=C1